3-thiophenylacetonitrile S1C=C(C=C1)CC#N